3-(5-methoxy-1-oxo-6-(trifluoromethyl)isoindolin-2-yl)piperidine-2,6-dione COC=1C=C2CN(C(C2=CC1C(F)(F)F)=O)C1C(NC(CC1)=O)=O